Imidazo[1,2-a]pyrazin-8(7H)-one N=1C=CN2C1C(NC=C2)=O